BrC1=CC(=C(OC=2C=CC(=C(C=O)C2)OC)C(=C1)Cl)Cl 5-(4-bromo-2,6-dichlorophenoxy)-2-methoxybenzaldehyde